3-(N,N-bis[2-hydroxyethyl]amino)-2-hydroxy-propanesulfonic acid OCCN(CCO)CC(CS(=O)(=O)O)O